C1(CC1)NC(C([C@H](C[C@H]1C(N[C@@H](C1)C)=O)NC(C1=C(C=CC(=C1)C(F)F)NC(=O)C1(CC1)C(F)(F)F)=O)=O)=O N-[(1S)-3-(cyclopropylamino)-1-[[(3S,5R)-5-methyl-2-oxo-pyrrolidin-3-yl]methyl]-2,3-dioxo-propyl]-5-(difluoromethyl)-2-[[1-(trifluoromethyl)cyclopropanecarbonyl]amino]benzamide